OC1=CC=CC=2SC3=C(C(=CC=C3C(C12)=O)O)O 1,5,6-trihydroxy-9H-thioxanthen-9-one